4,4-difluorobut-3-en-1-yl 2-(5-methyl-3-(trifluoromethyl)-1H-pyrazol-1-yl)propanoate CC1=CC(=NN1C(C(=O)OCCC=C(F)F)C)C(F)(F)F